ClC=1C=C(C=C(C1F)Cl)C1(CC(=NO1)N1CC2=C(C1)C=C(S2)C(NCC(F)(F)F)=S)C(F)(F)F 5-(5-(3,5-dichloro-4-fluorophenyl)-5-(trifluoromethyl)-4,5-dihydroisoxazol-3-yl)-N-(2,2,2-trifluoroethyl)-5,6-dihydro-4H-thieno[2,3-c]pyrrole-2-carbothioamide